C(#N)C=1C=NC2=C(C=CC(=C2C1)N1C[C@H](N[C@H](C1)C)C)C(=O)NC=1C=C(C=2N(C1)C=C(N2)C)F 3-cyano-5-[(3R,5S)-3,5-dimethylpiperazin-1-yl]-N-(8-fluoro-2-methyl-imidazo[1,2-a]pyridin-6-yl)quinoline-8-carboxamide